C1OC2=CC=C(CCO)C=C2O1 4-methylenedioxyphenethyl alcohol